O=C1NC(CCC1N1C(OC2=C1C=CC(=C2)N2CCC(CC2)CN2CCN(CC2)C(=O)OC(C)(C)C)=O)=O tert-butyl 4-((1-(3-(2,6-dioxopiperidin-3-yl)-2-oxo-2,3-dihydrobenzo[d]oxazol-6-yl)piperidin-4-yl)methyl)piperazine-1-carboxylate